FC1(CN2C(OC1)=C(C(=N2)C2=CC=C(C=C2)F)C2=C1C(=NC=C2)C=NN1)F 6,6-difluoro-2-(4-fluorophenyl)-3-(1H-pyrazolo[4,3-b]pyridin-7-yl)-5,7-dihydropyrazolo[5,1-b][1,3]oxazine